N1(CCOCC1)C=1C=C2CN(C(C2=CC1)=O)C1=CC2=C(NC(=N2)C2=CC=C(OCC(=O)NCCC)C=C2)C=C1 2-(4-(5-(5-(morpholin-4-yl)-1-oxo-1,3-dihydro-2H-isoindol-2-yl)-1H-benzimidazol-2-yl)phenoxy)-N-propylacetamide